CC=1N=CC(=NC1)C=1C=C2COC(C2=CC1)=O 5-(5-methylpyrazin-2-yl)isobenzofuran-1(3H)-one